7-{5H,6H,7H,8H,9H-[1,2,4]triazolo[4,3-a]azepin-3-yl}-2,3-dihydro-1-benzopyran-4-one N=1N=C(N2C1CCCCC2)C2=CC1=C(C(CCO1)=O)C=C2